ClC1=C(SC=C1)C(=O)NC1CCC(CC1)NC1=CC(=NC2=CC=CC=C12)C(F)(F)F 3-chloro-N-[(1s,4s)-4-{[2-(trifluoromethyl)quinolin-4-yl]amino}cyclohexyl]thiophene-2-carboxamide